2-(3-(2-((3-fluorophenyl)amino)-2-oxoacetamido)phenyl)-6-hydroxy-3-iodo-1-methyl-1H-indole-5-carboxylic acid FC=1C=C(C=CC1)NC(C(=O)NC=1C=C(C=CC1)C=1N(C2=CC(=C(C=C2C1I)C(=O)O)O)C)=O